(E)-diethoxy(methyl)(3-methyl-5-(2,6,6-trimethylcyclohex-1-en-1-yl)pent-2-en-1-yl)silane C(C)O[Si](C\C=C(\CCC1=C(CCCC1(C)C)C)/C)(C)OCC